N4-[(1R)-1-cyclohexylethyl]quinoline-3,4-diamine C1(CCCCC1)[C@@H](C)NC1=C(C=NC2=CC=CC=C12)N